sodium behenyl succinate C(CCC(=O)[O-])(=O)OCCCCCCCCCCCCCCCCCCCCCC.[Na+]